C(C1=CC=CC=C1)NCCC=1C(=NC(=NC1)Cl)NC=1C=C(C=CC1)NC(OC(C)(C)C)=O tert-butyl (3-((5-(2-(benzylamino)ethyl)-2-chloropyrimidin-4-yl)amino)phenyl)carbamate